bis(3,6,8-tri-tert-butyl-2-naphthyl) methyl phosphite P(OC1=CC2=C(C=C(C=C2C=C1C(C)(C)C)C(C)(C)C)C(C)(C)C)(OC1=CC2=C(C=C(C=C2C=C1C(C)(C)C)C(C)(C)C)C(C)(C)C)OC